N-(3-(methyl((1-((2-(trimethylsilyl)ethoxy)methyl)-1H-imidazol-5-yl)methyl)amino)phenyl)acetamide CN(C=1C=C(C=CC1)NC(C)=O)CC1=CN=CN1COCC[Si](C)(C)C